FC1=CC=C(OC2=C(C(=O)NCC3=CC=C(C(=O)O)C=C3)C=C(C=C2)C=2C=NC=NC2)C=C1 4-((2-(4-Fluorophenoxy)-5-(pyrimidin-5-yl)benzamido)methyl)benzoic acid